C(OC=1C(=NC=CC1OC)C(N[C@H](C(=O)NN(C)C(C1=CC(=CC=C1)C1CC1)C1=CC(=CC=C1)C1CC1)C)=O)(OCC(C)C)=O (S)-2-((1-(2-(bis(3-cyclopropylphenyl)methyl)-2-methylhydrazineyl)-1-oxopropan-2-yl)carbamoyl)-4-methoxypyridin-3-yl isobutyl carbonate